O1C2=C(OCC1)C(=CC=C2)C2=NN(C(=C2O)C)C 3-(2,3-Dihydrobenzo[b][1,4]dioxin-5-yl)-1,5-dimethyl-1H-pyrazol-4-ol